2-(4-bromo-2-fluoro-5-methyl-phenyl)acetonitrile BrC1=CC(=C(C=C1C)CC#N)F